[N+]=1(C(=CC=CC1)C(=S)[O-])[O-] thiopyridinate-N-oxide